(4R)-tert-butyl 5-(3-amino-4-hydroxyphenyl)-4-((tert-butoxycarbonyl) amino)-2-methylpentanoate NC=1C=C(C=CC1O)C[C@@H](CC(C(=O)OC(C)(C)C)C)NC(=O)OC(C)(C)C